((1s,3s)-3-hydroxy-3-methylcyclobutyl)(2-(p-tolyloxy)-7-azaspiro[3.5]non-7-yl)methanone OC1(CC(C1)C(=O)N1CCC2(CC(C2)OC2=CC=C(C=C2)C)CC1)C